(3S)-3-(4,5-difluoro-2',6'-dimethyl-[1,1'-biphenyl]-3-yl)-3-(2-(5-(2-(3-fluoroazetidin-1-yl)ethyl)-2-oxopyridin-1(2H)-yl)-4-methylpentanamido)propanoic acid FC1=C(C=C(C=C1F)C1=C(C=CC=C1C)C)[C@H](CC(=O)O)NC(C(CC(C)C)N1C(C=CC(=C1)CCN1CC(C1)F)=O)=O